C1(=CC=CC=C1)C=1C=C2C=NN(C2=C(C1)C(=O)NCC1=CC=C(C(=O)O)C=C1)CC1=CC(=CC=C1)C(F)(F)F 4-((5-Phenyl-1-(3-(trifluoromethyl)benzyl)-1H-indazol-7-amido)methyl)benzoic acid